(R)-2-((5-chloro-2-hydroxyphenyl)(1H-indol-2-yl)methyl)-6-(4-(piperazin-1-yl)phenyl)isoindolin-1-one ClC=1C=CC(=C(C1)[C@@H](N1C(C2=CC(=CC=C2C1)C1=CC=C(C=C1)N1CCNCC1)=O)C=1NC2=CC=CC=C2C1)O